3-iodo-2-(6-methyl-1,5-naphthyridin-4-yl)-1H,5H,6H,7H-pyrrolo[3,2-c]pyridin-4-one IC1=C(NC2=C1C(NCC2)=O)C2=CC=NC1=CC=C(N=C21)C